ClC1=CC(=C2C(=N1)NC=C2)OC=2C=C(C(=O)NC1=CC(=C(C=C1)CN1CCN(CC1)CC)C(F)(F)F)C=CC2C 3-((6-chloro-1H-pyrrolo[2,3-b]pyridin-4-yl)oxy)-N-(4-((4-ethylpiperazin-1-yl)methyl)-3-(trifluoromethyl)phenyl)-4-methylbenzamide